[N+](=O)([O-])CC(C=1SC=CC1)C1=C(NC=2C=CC=C(C12)S(=O)(=O)F)C1=CC=CC=C1 3-(2-nitro-1-(thiophen-2-yl)ethyl)-2-phenyl-1H-indole-4-sulfonyl fluoride